tert-butyl (3R)-3-[tert-butoxycarbonyl-(8-isopropyl-2-morpholino-pyrazolo[1,5-a][1,3,5]triazin-4-yl)amino]-1,2,3,4-tetrahydrocarbazole-9-carboxylate C(C)(C)(C)OC(=O)N([C@@H]1CCC=2N(C3=CC=CC=C3C2C1)C(=O)OC(C)(C)C)C1=NC(=NC=2N1N=CC2C(C)C)N2CCOCC2